(R)-benzyl 2-(benzyloxy)-4-(1-((3-cyano-4,5-difluorophenyl)sulfonyl)-N-((5-cyclohexylpyridin-2-yl)methyl)azetidine-2-carboxamido)benzoate C(C1=CC=CC=C1)OC1=C(C(=O)OCC2=CC=CC=C2)C=CC(=C1)N(C(=O)[C@@H]1N(CC1)S(=O)(=O)C1=CC(=C(C(=C1)F)F)C#N)CC1=NC=C(C=C1)C1CCCCC1